2-phenyl-2,5-diazabicyclo[2.2.2]octane C1(=CC=CC=C1)N1C2CNC(C1)CC2